FC1=CC=C(C=C1)C=1N(C=C2C1C(NCC2)=O)C2=CC(=NC=C2)C 3-(4-fluorophenyl)-2-(2-methylpyridin-4-yl)-2,5,6,7-tetrahydro-4H-pyrrolo[3,4-c]pyridin-4-one